(3R,4R,5S)-4-acetylamino-5-amino-3-(1-ethylpropoxy)-1-cyclohexene C(C)(=O)N[C@H]1[C@@H](C=CC[C@@H]1N)OC(CC)CC